OC1=C(C=C(C=C1)C(COC)NC[C@@H](C)NC(OC(C)(C)C)=O)[N+](=O)[O-] tert-butyl ((2R)-1-((1-(4-hydroxy-3-nitrophenyl)-2-methoxyethyl)amino)propan-2-yl)carbamate